FC1=C(OC2=C1C=CC=C2)F difluorobenzofuran